COCC1=CC=C(C=C1)CN (4-(methoxymethyl)phenyl)methylamine